O=C1NC(CCC1N1C(C2=CC=CC(=C2C1)OCCN1CCC(CC1)OC=1C=C(C=CC1)S(=O)(=O)N1CCC(CC1)NC(OC(C)(C)C)=O)=O)=O tert-Butyl (1-((3-((1-(2-((2-(2,6-dioxopiperidin-3-yl)-1-oxoisoindolin-4-yl)oxy)ethyl)piperidin-4-yl)oxy)phenyl)sulfonyl)piperidin-4-yl)carbamate